N,N-dimethyl-1-(5-(4,4,5,5-tetramethyl-1,3,2-dioxaborolan-2-yl)-2-thiomorpholinophenyl)methanamine CN(CC1=C(C=CC(=C1)B1OC(C(O1)(C)C)(C)C)N1CCSCC1)C